3-(3-amino-3-oxopropyl)-3',5'-bis((methylsulfonyl) amino) biphenyl-triflate OS(=O)(=O)C(F)(F)F.NC(CCC=1C=C(C=CC1)C1=CC(=CC(=C1)NS(=O)(=O)C)NS(=O)(=O)C)=O